(2S,4R)-1-[(2S)-2-(4-cyclopropyltriazol-1-yl)-3,3-dimethyl-butanoyl]-4-hydroxy-N-[1-(2-methoxyethyl)-3-piperidyl]pyrrolidine-2-carboxamide C1(CC1)C=1N=NN(C1)[C@H](C(=O)N1[C@@H](C[C@H](C1)O)C(=O)NC1CN(CCC1)CCOC)C(C)(C)C